COC(C(CC=1C=NC=CC1)C#N)=O 3-(pyridin-3-yl)cyanopropionic acid methyl ester